NC=1C=CC(=NC1)C1C(NC(CC1)=O)=O 3-(5-aminopyridine-2-yl)piperidine-2,6-dione